F[C@@H](C1(CC1)C=1C=C(N)C=CC1)C1=NN=CN1C 3-[1-[(S)-fluoro(4-methyl-1,2,4-triazol-3-yl)methyl]cyclopropyl]aniline